2,2-bis-(2-hydroxyethylsulfonamido)-propane OCCS(=O)(=O)NC(C)(C)NS(=O)(=O)CCO